1,4-bis(bromoethyl)benzene methyl-2-(2,3-dihydrobenzofuran-3-yl)-1H-benzimidazole-5-carboxylate COC(=O)C1=CC2=C(NC(=N2)C2COC3=C2C=CC=C3)C=C1.BrCCC1=CC=C(C=C1)CCBr